IC1=CN(C2=C1C(N(C=C2)C(C)C)=O)C 3-Iodo-5-isopropyl-1-methyl-1,5-dihydro-4H-pyrrolo[3,2-c]pyridin-4-one